ClC1=C(C=C(C2=C1CC(O2)([2H])[2H])C2=CC=C(C=C2)C(C)C)N 4-Chloro-2,2-dideuterio-7-(4-isopropyl-phenyl)-3H-benzofuran-5-amine